O1CC(C1)N1CCN(CC1)C1=CC=C2C(=N1)NC=C2C2=NC(=NC=C2C(F)(F)F)N[C@@H]2CNCCC2 (S)-4-(6-(4-(oxetan-3-yl)piperazin-1-yl)-1H-pyrrolo[2,3-b]pyridin-3-yl)-N-(piperidin-3-yl)-5-(trifluoromethyl)pyrimidin-2-amine